CN(CC/C=C/C(=O)N1CC2=C(C(C1)C1=C(C=CC=C1)C=1C(=NN(C1)CC)C(F)(F)F)C=C(S2)C#N)C (E)-6-(5-(Dimethylamino)pent-2-enoyl)-4-(2-(1-ethyl-3-(trifluoromethyl)-1H-pyrazol-4-yl)phenyl)-4,5,6,7-tetrahydrothieno[2,3-c]pyridine-2-carbonitrile